C(C)(C)(C)C=1C=C(C=C(C1O)C(C)(C)C)C(C(C(=O)[O-])(C1=CC(=C(C(=C1)C(C)(C)C)O)C(C)(C)C)C1=CC(=C(C(=C1)C(C)(C)C)O)C(C)(C)C)C1=CC(=C(C(=C1)C(C)(C)C)O)C(C)(C)C tetrakis-(3,5-di-t-butyl-4-hydroxyphenyl)propionate